COC1=CC=C(C(C2=CC=C(C=C2)OC)(C2=CC=CC=C2)OP(=O)([O-])[O-])C=C1 4,4'-Dimethoxytritylphosphat